CC1CC=C(N1)C1=CC=CC=C1 5-methyl-2-phenyl-4,5-dihydroAzole